(3,4-dichlorophenyl)carbamate ClC=1C=C(C=CC1Cl)NC([O-])=O